1-(4-ethylbenzyl)-1H-imidazole-2-carboxylic acid C(C)C1=CC=C(CN2C(=NC=C2)C(=O)O)C=C1